2-fluoro-1,2-diphenyl-ethanone barium-titanium-yttrium [Y].[Ti].[Ba].FC(C(=O)C1=CC=CC=C1)C1=CC=CC=C1